2-(4-methoxystyryl)aniline COC1=CC=C(C=CC2=C(N)C=CC=C2)C=C1